FC1=CC=C(C=C1)C1=C(C(=CC=C1)/C=C/C=1C=C(CNC(C(=O)O)(CO)C)C=CC1C)C (E)-2-(3-(2-(4'-fluoro-2-methylbiphenyl-3-yl)vinyl)-4-methylbenzylamino)-3-hydroxy-2-methylpropanoic acid